COC=1C=C(CN(C2=CC(=NC=C2)CN2CC(NCC2)=O)CC2=CC=C(C=C2)N2CCN(CC2)C)C=CC1 4-((4-((3-methoxybenzyl)(4-(4-methylpiperazin-1-yl)benzyl)amino)pyridin-2-yl)methyl)piperazin-2-one